diphenyl-(trifluoromethyl)phosphine ethyl-4,5-dimethyl-5-(trifluoromethyl)-3-(((trifluoromethyl))sulfonyloxy)-4,5-dihydrofuran-2-carboxylate C(C)OC(=O)C=1OC(C(C1OS(=O)(=O)C(F)(F)F)C)(C(F)(F)F)C.C1(=CC=CC=C1)P(C(F)(F)F)C1=CC=CC=C1